phenyl-(1-(p-tolyl)vinyl)silane C1(=CC=CC=C1)[SiH2]C(=C)C1=CC=C(C=C1)C